(7-((3-Chloro-6-methoxypyridin-2-yl)oxy)-2-azaspiro[3.5]nonan-2-yl)((1s,3s)-3-hydroxy-3-methylcyclobutyl)methanon ClC=1C(=NC(=CC1)OC)OC1CCC2(CN(C2)C(=O)C2CC(C2)(C)O)CC1